N-(2,4-Dimethoxybenzyl)-2-fluoro-N-(pyrimidin-4-yl)-4-(3'-(3-(trifluoromethyl)-phenethyl)-[1,3'-bipiperidin]-1'-yl)benzenesulfonamide COC1=C(CN(S(=O)(=O)C2=C(C=C(C=C2)N2CC(CCC2)(N2CCCCC2)CCC2=CC(=CC=C2)C(F)(F)F)F)C2=NC=NC=C2)C=CC(=C1)OC